C1(=CC=CC=C1)NC=1C=2N(C(=CN1)C1=CC=CC=C1)C=NC2 N,5-Diphenylimidazo[1,5-A]pyrazin-8-amine